[Bi].[Zn].[Sn] tin zinc bismuth